5-(isopentylaminomethyl)-2-thiouridine C(CC(C)C)NCC=1C(NC(N([C@H]2[C@H](O)[C@H](O)[C@@H](CO)O2)C1)=S)=O